ClC1=C(C(=O)N2COC3=C(C2)C=CC(=C3C3=CC(=C(C(=O)O)C=C3F)N3CCOCC3)F)C(=CC(=C1)N1CCN(CC1)CCOC)Cl 4-[3-[2,6-Dichloro-4-[4-(2-methoxyethyl)piperazin-1-yl]benzoyl]-7-fluoro-2,4-dihydro-1,3-benzoxazin-8-yl]-5-fluoro-2-morpholin-4-ylbenzoic acid